3-{8-Amino-1-[4-(2-fluoro-3-methoxy-phenoxy)-phenyl]-imidazo[1,5-a]pyrazin-3-yl}-cyclohexanol NC=1C=2N(C=CN1)C(=NC2C2=CC=C(C=C2)OC2=C(C(=CC=C2)OC)F)C2CC(CCC2)O